2-(benzo[d]thiazol-2-yl)-3-(4-(butylsulfanyl)-7-(diethylamino)-6-nitro-2-oxo-2H-chromen-3-yl)acrylonitrile S1C(=NC2=C1C=CC=C2)C(C#N)=CC=2C(OC1=CC(=C(C=C1C2SCCCC)[N+](=O)[O-])N(CC)CC)=O